O1C(COCC1)CC1C2=C(C(NC1)=O)C(=C(N2)C2=NC(=NC=C2)C)I 7-(1,4-dioxan-2-ylmethyl)-3-iodo-2-(2-methylpyrimidin-4-yl)-1h,5h,6h,7h-pyrrolo[3,2-c]Pyridin-4-one